Cl.FC(OC1CNC1)(F)F 3-(trifluoromethoxy)-azetidine hydrochloride